(3S,5S)-5-(2-(bis(2,4-dimethoxybenzyl)amino)pyrimidin-5-yl)tetrahydrofuran-3-yl 4-nitrobenzoate [N+](=O)([O-])C1=CC=C(C(=O)O[C@@H]2CO[C@@H](C2)C=2C=NC(=NC2)N(CC2=C(C=C(C=C2)OC)OC)CC2=C(C=C(C=C2)OC)OC)C=C1